COC1=CC2=C(N(C=N2)C2=CC=C(C(=N2)NCCCCCO)CO)C=C1OC 5-((6-(5,6-Dimethoxy-1H-benzo[d]imidazol-1-yl)-3-(hydroxymethyl)pyridin-2-yl)amino)pentan-1-ol